C(C)C1CN(C=2C=CC=C3C2N1C(=C3)C3=NC1=C(N3C)C(=C(C(=C1)C=O)NC)F)CCCO (2-(3-ethyl-1-(3-hydroxypropyl)-2,3-dihydro-1H-pyrrolo[1,2,3-de]quinoxalin-5-yl)-7-fluoro-1-methyl-6-(methylamino)-1H-benzo[d]imidazol-5-yl)methanone